C(C)(C)(C)OC(N(C)C(C)C=1C(=NN(C1)C)C1=C(C(=NC=C1)Cl)F)=O (1-(3-(2-chloro-3-fluoropyridin-4-yl)-1-methyl-1H-pyrazol-4-yl)ethyl)(methyl)carbamic acid tert-butyl ester